(2S)-2-amino-3-(4-methyl-2-oxo-indolin-3-yl)propanamide N[C@H](C(=O)N)CC1C(NC2=CC=CC(=C12)C)=O